1'-(((5-benzoyl-2,4,6-trihydroxy-1,3-phenylene)bis(methylene))bis(2,4-dihydroxy-6-methoxy-5-methyl-3,1-phenylene))bis(butan-1-one) C(C1=CC=CC=C1)(=O)C=1C(=C(C(=C(C1O)CC=1C(=C(C(=C(C1O)C)OC)CCCC=O)O)O)CC=1C(=C(C(=C(C1O)C)OC)CCCC=O)O)O